ClC=1C(=NC=2CN(CCC2C1)CC=1N(C2=C(N1)C=CC(=C2F)C(=O)OC)C[C@H]2OCC2)OCC2=C(C=C(C=C2F)C#N)F methyl 2-({3-chloro-2-[(4-cyano-2,6-difluorophenyl)methoxy]-6,8-dihydro-5H-1,7-naphthyridin-7-yl}methyl)-4-fluoro-3-[(2S)-oxetan-2-ylmethyl]-1,3-benzodiazole-5-carboxylate